CN(CCOC=1C(=CC=2NC3=CC=CC=C3C2C1)CNC1=CC=CC=C1)C N-((3-(2-(dimethylamino)ethoxy)-9H-carbazol-2-yl)methyl)aniline